tert-Butyl 4-(5-(2,6-dioxopiperidin-3-yl)pyridin-2-yl)piperazine-1-carboxylate O=C1NC(CCC1C=1C=CC(=NC1)N1CCN(CC1)C(=O)OC(C)(C)C)=O